4-fluoro-N-[(1s,4s)-4-{[6-fluoro-2-(trifluoromethyl)quinazolin-4-yl]amino}cyclohexyl]benzamide FC1=CC=C(C(=O)NC2CCC(CC2)NC2=NC(=NC3=CC=C(C=C23)F)C(F)(F)F)C=C1